2-(3-bromophenyl)-4-methyl-7-(trifluoromethyl)quinazoline methyl-5-fluoro-4-(7-fluoro-3,4-dihydro-2H-1,3-benzoxazin-8-yl)-2-morpholin-4-ylbenzoate hydrochloride Cl.COC(C1=C(C=C(C(=C1)F)C1=C(C=CC=2CNCOC21)F)N2CCOCC2)=O.BrC=2C=C(C=CC2)C2=NC1=CC(=CC=C1C(=N2)C)C(F)(F)F